N1=CC=CC2=CC=CC(=C12)CCCCCCCC\C=C/CCCCCCCC(=O)[O-] 8-quinolineoleate